6-bromo-3-ethyl-2-(1-(4,6,6-trimethyl-1,4-diazepan-1-yl)butyl)quinazolin-4(3H)-one BrC=1C=C2C(N(C(=NC2=CC1)C(CCC)N1CCN(CC(C1)(C)C)C)CC)=O